ClN1C(C(C2=CC=C(C=C12)C(F)(F)F)C1=CC(=NC=C1OC)Cl)=O chloro-3-(2-chloro-5-methoxy-4-pyridinyl)-6-(trifluoromethyl)indolin-2-one